N-benzyl-picolinium chloride [Cl-].C(C1=CC=CC=C1)[N+]1=C(C=CC=C1)C